isotridecyl phosphate P(=O)(OCCCCCCCCCCC(C)C)([O-])[O-]